C1(=CC=CC=C1)C1=CC(C(S1)C(=O)O)C(=O)O 5-phenyl-2,3-dihydrothiophene-2,3-dicarboxylic acid